CC1(C(COC1)NC=1N=NC=C2C1C=NC=C2)C 4-((4,4-dimethyltetrahydrofuran-3-yl)amino)pyrido[3,4-d]pyridazin